9-fluorenone hydrazone C1=CC=CC=2C3=CC=CC=C3C(C12)=NN